8-Carboxymethoxypyrene-1,3,6-trisulfonic acid C(=O)(O)COC=1C=C(C=2C=CC3=C(C=C(C=4C=CC1C2C43)S(=O)(=O)O)S(=O)(=O)O)S(=O)(=O)O